COS(=O)(=O)[O-].C1(=CC=CC=C1)[S+](C1=CC=C(C=C1)C(F)(F)F)C1=CC=CC=C1 diphenyl-(4-trifluoromethylphenyl)sulfonium methylsulfate